3-chloro-2-methyl-7-(4-((methyl(1-(4-(trifluoromethoxy)benzyl)piperidin-4-yl)amino)methyl)phenyl)benzo[4,5]thieno[2,3-b]pyridin-4-ol ClC=1C(=C2C(=NC1C)SC1=C2C=CC(=C1)C1=CC=C(C=C1)CN(C1CCN(CC1)CC1=CC=C(C=C1)OC(F)(F)F)C)O